F[C@@H]1CC2C(CCN2C1)CO (2R,8s)-2-fluoro-1,2,3,5,6,7-hexahydropyrrolizin-7-yl-methanol